N-Ethyl-N-methyl-carbamic acid C(C)N(C(O)=O)C